(R)-2-(((S)-tert-butylsulfinyl)amino)-2-(2-fluoro-4-methoxyphenyl)-4,4-dimethylpentanoic acid isopropyl ester C(C)(C)OC([C@@](CC(C)(C)C)(C1=C(C=C(C=C1)OC)F)N[S@@](=O)C(C)(C)C)=O